CN1N=CC(=C(C1=O)C)N[C@@H]1C[C@@H](CN(C1)C)C1=CC=C(C(=O)N2CCC3(CC2)CCN(CC3)C=3C=C2C=CN=C(C2=CC3)C3C(NC(CC3)=O)=O)C=C1 3-[6-[3-[4-[(3R,5R)-5-[(1,5-dimethyl-6-oxo-pyridazin-4-yl)amino]-1-methyl-3-piperidyl]benzoyl]-3,9-diazaspiro[5.5]undecan-9-yl]-1-isoquinolyl]piperidine-2,6-dione